4,5-dimethylthiazol-2-yl-N''-(3-methoxyaniline-carbonyl)-guanidine CC=1N=C(SC1C)NC(=NC(=O)NC1=CC(=CC=C1)OC)N